F[B-](F)(F)F.CC([SH+]C(C1=CC=CC=C1)=O)C Dimethylbenzoyl-methyl-sulfonium tetrafluoroborate salt